C(C1=CC=CC=C1)OC=1C(C(=CN2N[C@@H]([C@@H]3C(C(NC(C21)=O)C)C3)C)C(=O)NCC3=C(C=C(C=C3F)F)F)=O (1aS,2R,1S,1aR)-8-(benzyloxy)-2,11-dimethyl-7,9-dioxo-N-(2,4,6-trifluorobenzyl)-1a,2,3,7,9,10,11,11a-octahydro-1H-cyclopropa[g]pyrido[1,2-b][1,2,5]triazonine-6-carboxamide